(S)-4,5,6,7-tetrahydro-3H-imidazo[4,5-c]pyridine-6-carboxylic acid, hydrochloride Cl.N1=CNC=2CN[C@@H](CC21)C(=O)O